NC12CCC(CC1)(CC2)C2(OC1=C(O2)C(=C(C(=C1C)C(=O)[O-])I)Cl)C 2-(4-aminobicyclo[2.2.2]octan-1-yl)-7-chloro-6-iodo-2,4-dimethylbenzo[d][1,3]dioxole-5-carboxylate